tert-Butyl (6Z)-6-[[6-(trifluoromethyl)-3-pyridyl]methylene]-2-azaspiro[3.4]octane-2-carboxylate FC(C1=CC=C(C=N1)\C=C\1/CC2(CN(C2)C(=O)OC(C)(C)C)CC1)(F)F